(S)-6-(2,3-difluorophenyl)-3-(1-(6-ethoxy-5-methoxypyridin-2-yl)-2-(methylsulfonyl)ethyl)-1H-imidazo[4,5-b]pyridin-2(3H)-one FC1=C(C=CC=C1F)C=1C=C2C(=NC1)N(C(N2)=O)[C@H](CS(=O)(=O)C)C2=NC(=C(C=C2)OC)OCC